ClC1=C(C=C(N)C=C1)C1=NN=NN1 4-chloro-3-(1H-tetrazol-5-yl)aniline